7-(6-(tert-butyl)pyridin-3-yl)-5-oxo-2,3-dihydro-5H-thiazolo[3,2-a]pyrimidine-6-carbonitrile C(C)(C)(C)C1=CC=C(C=N1)C=1N=C2N(C(C1C#N)=O)CCS2